4-[(1S,3R)-3-[[tert-butyl(dimethyl)silyl]oxymethyl]-2-[2-(2-chloro-6-fluoro-phenyl)acetyl]-1-methyl-3,4-dihydro-1H-isoquinolin-5-yl]butan-2-one [Si](C)(C)(C(C)(C)C)OC[C@@H]1N([C@H](C2=CC=CC(=C2C1)CCC(C)=O)C)C(CC1=C(C=CC=C1F)Cl)=O